3-chloro-1,2,4-thiadiazole ClC1=NSC=N1